N1(CCCC1)C=1C=C(C=O)C=CC1 3-(pyrrolidin-1-yl)benzaldehyde